C1=CC=CC=2C3=CC=CC=C3C(C12)COC(=O)NC1=C(C(=O)OC)C=CC(=C1)N methyl 2-((((9H-fluoren-9-yl) methoxy) carbonyl) amino)-4-aminobenzoate